tert-butyl (S)-2-(((S)-2-((E)-2-(N-((1,2,3,5,6,7-hexahydro-s-indacen-4-yl)carbamoyl)sulfamoyl)vinyl)-2-methylazetidin-1-yl)methyl)-2-methylpyrrolidine-1-carboxylate C1CCC2=C(C=3CCCC3C=C12)NC(=O)NS(=O)(=O)/C=C/[C@]1(N(CC1)C[C@]1(N(CCC1)C(=O)OC(C)(C)C)C)C